BrC1=CC(=CC=2C(=COC21)C(F)(F)F)C(=O)OC methyl 7-bromo-3-(trifluoromethyl)benzofuran-5-carboxylate